N-(4-Chlorophenyl)-N1-(3,4-dimethylphenyl)-6-morpholin-4-yl-[1,3,5]triazine-2,4-diamine hydrochloride Cl.ClC1=CC=C(C=C1)NC1N(C(=NC(=N1)N)N1CCOCC1)C1=CC(=C(C=C1)C)C